2'-ethoxyacetophenone C(C)OC1=C(C=CC=C1)C(C)=O